fluorine sodium salt [Na].[F]